Ethyl {[6-chloro-2-(cyanomethyl) pyridin-3-yl] carbamoyl}carboxylate ClC1=CC=C(C(=N1)CC#N)NC(=O)C(=O)OCC